[Cl-].[Cl-].C1(=CC=CC=2C3=CC=CC=C3CC12)[Hf+2]C1=CC=CC=2C3=CC=CC=C3CC12 bis(fluorenyl)hafnium dichloride